O1C2=C(CNC1)CCC=C2 3,4,5,6-tetrahydro-2H-benzo[b][1,5]oxazine